1-(3-fluoro-5-(5-(3-(methylsulfonyl)phenyl)-1H-pyrazolo[3,4-b]pyridin-3-yl)phenyl)-3-(pyridazin-4-yl)urea FC=1C=C(C=C(C1)C1=NNC2=NC=C(C=C21)C2=CC(=CC=C2)S(=O)(=O)C)NC(=O)NC2=CN=NC=C2